6-chloro-2-(2-methoxyethyl)pyridazin-3(2H)-one ClC=1C=CC(N(N1)CCOC)=O